deoxy-α-D-ribose C1[C@H](O)[C@H](O)[C@H](O1)CO